C(C1=CC=CC=C1)(C1=CC=CC=C1)(C1=CC=CC=C1)N1C=NC(=C1)C1=C(C=C2C(C=3C=CC=NC3CC2)=O)C=CC=C1 (2-(1-trityl-1H-imidazol-4-yl)benzylidene)-7,8-dihydroquinolin-5(6H)-one